ClC1=C(C(=CC=C1Cl)O)[C@H]1C[C@@H]2N(C(CN(C2)C(C[C@@H](C)O)=O)=O)C1 (7R,8aS)-7-(2,3-dichloro-6-hydroxyphenyl)-2-[(3R)-3-hydroxybutanoyl]-hexahydropyrrolo[1,2-a]pyrazin-4-one